N-(7-((2-(2,6-dioxopiperidin-3-yl)-1,3-dioxoisoindolin-5-yl)amino)heptyl)-2-(4-(4-(5-(2-fluoro-6-methoxyphenyl)-1H-pyrazolo[4,3-d]pyrimidin-3-yl)phenyl)piperazin-1-yl)acetamide O=C1NC(CCC1N1C(C2=CC=C(C=C2C1=O)NCCCCCCCNC(CN1CCN(CC1)C1=CC=C(C=C1)C1=NNC2=C1N=C(N=C2)C2=C(C=CC=C2OC)F)=O)=O)=O